methyl (S)-7-methyl-3-(2-(4-methylpiperazin-1-yl)ethyl)-2-(2-(2-oxopyridin-1(2H)-yl)ethyl)-3,7,8,9-tetrahydro-6H-imidazo[4,5-f]quinoline-6-carboxylate C[C@@H]1N(C2=CC=C3C(=C2CC1)N=C(N3CCN3CCN(CC3)C)CCN3C(C=CC=C3)=O)C(=O)OC